methyl 2-(4-{[4-(1,3-dioxolan-2-yl)-2-methoxyphenoxy]methyl}-3-(trifluoromethyl)phenyl)acetate O1C(OCC1)C1=CC(=C(OCC2=C(C=C(C=C2)CC(=O)OC)C(F)(F)F)C=C1)OC